(Z)-N-(bis(2,6-diethoxyphenyl)phosphanyl)-3,5-bis(trifluoromethyl)benzimidate C(C)OC1=C(C(=CC=C1)OCC)P(\N=C(\C1=CC(=CC(=C1)C(F)(F)F)C(F)(F)F)/[O-])C1=C(C=CC=C1OCC)OCC